N-(5-(difluoromethoxy)pyridin-3-yl)-6-(imidazo[1,2-a]pyridine-3-carbonyl)-4,5,6,7-tetrahydrothieno[2,3-c]pyridine-3-carboxamide FC(OC=1C=C(C=NC1)NC(=O)C1=CSC=2CN(CCC21)C(=O)C2=CN=C1N2C=CC=C1)F